CC=1C(=NC=CC1)CN[C@H]1C[C@H](N(CC1)C(=O)N1CC2(CCCC2)[C@@H](CC1)CN1C=NC(=CC1=O)C1=CC=CC=C1)C1=CC=CC=C1 3-(((R)-7-((2S,4R)-4-(((3-Methylpyridin-2-yl)methyl)amino)-2-phenylpiperidine-1-carbonyl)-7-azaspiro[4.5]decan-10-yl)methyl)-6-phenylpyrimidin-4(3H)-one